ClC1=CC(=C(OCCN2C(=NC=3C=C(C=C(C3C2=O)C#N)C(F)(F)F)C)C=C1)B1OC(C(O1)(C)C)(C)C 3-(2-(4-chloro-2-(4,4,5,5-tetramethyl-1,3,2-dioxaborolan-2-yl)phenoxy)ethyl)-2-methyl-4-oxo-7-(trifluoromethyl)-3,4-dihydroquinazoline-5-carbonitrile